BrC=1C=C2C(=C(N=CC2=CC1)N)Cl 6-bromo-4-chloro-isoquinolin-3-amine